2-Isoamyl-6-methylpyrazine C(CC(C)C)C1=NC(=CN=C1)C